3-(((2-cyano-5-(trifluoromethyl)pyrazolo[1,5-a]pyrimidin-7-yl)amino)methyl)-3-(1H-pyrazol-1-yl)azetidine-1-sulfonamide C(#N)C1=NN2C(N=C(C=C2NCC2(CN(C2)S(=O)(=O)N)N2N=CC=C2)C(F)(F)F)=C1